4-(4,4,5,5-tetramethyl-1,3,2-dioxaborolan-2-yl)pyridin-2(1H)-one CC1(OB(OC1(C)C)C1=CC(NC=C1)=O)C